FC(C=O)(S(=O)(=O)C1=CC=C(C=C1)OC)S(=O)(=O)C1=CC=C(C=C1)OC 2-fluoro-2,2-bis(4-methoxyphenylsulfonyl)acetaldehyde